FC(C(=O)O)(F)F.C(C)OC1=NC=CC=C1C1=CC(=C2C(=N1)C(=NN2C(C)C)C)NCC=2OC=C(N2)C 5-(2-ethoxypyridin-3-yl)-1-isopropyl-3-methyl-N-((4-methyloxazol-2-yl)methyl)-1H-pyrazolo[4,3-b]pyridin-7-amine 2,2,2-trifluoroacetate